C1(CCCC1)NC(OC1=CC(=CC=C1)C=1C=NC=C(C1)C1=CC=NO1)=O 3-(5-(isoxazol-5-yl)pyridin-3-yl)phenyl cyclopentylcarbamate